O=S1(CCC(CC1)NC=1N=CC2=C(N1)N(C(C(=C2)C#C[Si](C)(C)C)=O)[C@H]2[C@](CCC2)(C)O)=O 2-((1,1-dioxotetrahydro-2H-thiopyran-4-yl)amino)-8-((1R,2R)-2-hydroxy-2-methylcyclopentyl)-6-((trimethylsilyl)ethynyl)pyrido[2,3-d]pyrimidin-7(8H)-one